(3R)-3-{[7-bromo-2-(3-fluorophenyl)[1,2,4]triazolo[1,5-c]quinazolin-5-yl]amino}pyrrolidin-2-one BrC1=CC=CC=2C=3N(C(=NC12)N[C@H]1C(NCC1)=O)N=C(N3)C3=CC(=CC=C3)F